2-Amino-9-((2R,3S,4S,5R)-4-fluoro-3-hydroxy-5-(hydroxymethyl)tetrahydrofuran-2-yl)-7-(prop-2-yn-1-yl)-7,9-dihydro-8H-purin-8-on NC1=NC=C2N(C(N(C2=N1)[C@@H]1O[C@@H]([C@H]([C@H]1O)F)CO)=O)CC#C